BrC1=C(C=CC(=C1)Cl)CNC(=O)[C@H]1N(C[C@@H](C1)O)C(C(C(C)C)C1=CC(=NO1)C)=O (2S,4R)-N-[(2-bromo-4-chlorophenyl)methyl]-4-hydroxy-1-[3-methyl-2-(3-methyl-1,2-oxazol-5-yl)butanoyl]pyrrolidine-2-carboxamide